1-({3-[(2S)-2-(4-chlorophenyl)-2-hydroxyethyl]-1,2,4-oxadiazol-5-yl}methyl)-2,6-dioxo-3H-pyrimidine-4-carbonitrile ClC1=CC=C(C=C1)[C@H](CC1=NOC(=N1)CN1C(NC(=CC1=O)C#N)=O)O